NC1=NC(N(C=C1)[C@@H]1O[C@@]([C@H]([C@@H]1F)O)(CO)N=[N+]=[N-])=O 4-amino-1-((2R,3S,4R,5R)-5-azido-3-fluoro-4-hydroxy-5-(hydroxymethyl)tetrahydrofuran-2-yl)pyrimidin-2(1H)-one